(3S,8S,9S,10R,13S,14S,17S)-17-(isoquinolin-7-yl)-10,13-dimethyl-2,3,4,7,8,9,10,11,12,13,14,15,16,17-tetradecahydro-1H-cyclopenta[a]phenanthren-3-ol C1=NC=CC2=CC=C(C=C12)[C@H]1CC[C@H]2[C@@H]3CC=C4C[C@H](CC[C@@]4([C@H]3CC[C@]12C)C)O